CN1CCN(CC1)C(=O)C=1C=C(C=CC1)C1=C2CN(C(C2=CC=C1)=O)CC(C#N)=C 2-({4-[3-(4-methylpiperazine-1-carbonyl)phenyl]-1-oxo-2,3-dihydro-1H-isoindol-2-yl}methyl)prop-2-enenitrile